C(#N)CCN1CC(C(CC1)C)NC1=C2C(=NC=C1C(=O)OCCOC)NC=C2 2-methoxyethyl 4-((1-(2-cyanoethyl)-4-methylpiperidin-3-yl)amino)-1H-pyrrolo[2,3-b]pyridine-5-carboxylate